cyclopentyl [(3ξ)-3-methyltetrahydrofuran-3-yl]carbamate CC1(COCC1)NC(OC1CCCC1)=O